ClC1=C(C=CC(=C1)OCCN1CCNCC1)C=1N(C2=NC=NC(=C2N1)OC1(CC1)C)CC1=NC(=CC(=C1)C)C 8-(2-chloro-4-(2-(piperazin-1-yl)ethoxy)phenyl)-9-((4,6-dimethylpyridin-2-yl)methyl)-6-(1-methylcyclopropoxy)-9H-purine